CC1(CC2=CC=C(C=C2C1)NC1CCC(CC1)NC(OC(C)(C)C)=O)C tert-butyl (4-((2,2-dimethyl-2,3-dihydro-1H-inden-5-yl)amino)cyclohexyl)carbamate